C(C)(C)(C)OC(=O)N1CC(C1)(C)[C@@](C1=CC(=CC=C1)\C=C\C(C1CCOCC1)=O)(C1=CC=C(C=C1)C(C)C)O 3-((S)-Hydroxy-(4-isopropyl-phenyl)-{3-[(E)-3-oxo-3-(tetrahydro-pyran-4-yl)-propenyl]-phenyl}-methyl)-3-methyl-azetidine-1-carboxylic acid tert-butyl ester